C1(=CC=CC=C1)C=1C=NC2=C3N=CC(=CC3=CC=C2C1)C1=CC=CC=C1 3,8-diphenyl-1,10-phenanthroline